CS(=O)(=O)C=1C=C(C=NC1)C1=NC(=NC=C1C(F)(F)F)N[C@@H]1CC[C@H](CC1)N(C(OC1CC1)=O)C1=NC=C(N=C1)C=1C=NN(C1)C cyclopropyl (trans-4-((4-(5-(methanesulfonyl)-pyridin-3-yl)-5-(trifluoromethyl)-pyrimidin-2-yl)amino)cyclohexyl)(5-(1-methyl-1H-pyrazol-4-yl)pyrazin-2-yl)carbamate